5-(1-propynyl)pyridine-3-carbaldehyde C(#CC)C=1C=C(C=NC1)C=O